dimethylaminophenylazobenzenesulfonyl-L-leucine CN(C)[C@](N(S(=O)(=O)C1=CC=CC=C1)N=NC1=CC=CC=C1)(CC(C)C)C(=O)O